BrC1=C2C(=NC=C1)NC(=N2)C=2C(=NN(C2)C(C)C)C 7-Bromo-2-(1-isopropyl-3-methyl-1H-pyrazol-4-yl)-3H-imidazo[4,5-b]pyridine